4-(1,4-diazepan-1-yl)-3-pyrimidin-5-yl-1H-pyrrolo[2,3-b]pyridine N1(CCNCCC1)C1=C2C(=NC=C1)NC=C2C=2C=NC=NC2